OC1=CC=C(C=C1)C(C(=O)NCC=1SC=C2C1CN(C2=O)C2C(NC(CC2)=O)=O)=O 2-(4-hydroxy-phenyl)-N-((5-(2,6-dioxopiperidin-3-yl)-4-oxo-5,6-dihydro-4H-thieno[3,4-c]pyrrol-1-yl)methyl)-2-oxoacetamide